(2S)-2-[[5-[5-(difluoromethyl)-1,3,4-oxadiazol-2-yl]-2-(4-methylsulfonylanilino)-pyrimidin-4-yl]amino]-2-phenyl-ethanol FC(C1=NN=C(O1)C=1C(=NC(=NC1)NC1=CC=C(C=C1)S(=O)(=O)C)N[C@H](CO)C1=CC=CC=C1)F